3-((4-bromo-2-fluorobenzyl)thio)-5-(4-fluorophenyl)-4-(2-chlorophenyl)-4H-1,2,4-triazole BrC1=CC(=C(CSC2=NN=C(N2C2=C(C=CC=C2)Cl)C2=CC=C(C=C2)F)C=C1)F